[Si](C)(C)(C(C)(C)C)OC1=CC=C(C=C1)CC(CNC(C1=CC(=C(C=C1)Cl)Cl)=O)(C)N(C)C N-(3-(4-((tert-butyldimethylsilyl)oxy)phenyl)-2-(dimethylamino)-2-methylpropyl)-3,4-dichlorobenzamide